Cl.NC/C(/CN1N=CN(C1=O)CC=1SC(=CC1)C1=CC=C(C=C1)S(=O)(=O)N1CCOCC1)=C\F 2-[(2E)-2-(aminomethyl)-3-fluoroprop-2-en-1-yl]-4-(5-[4-(morpholin-4-ylsulfonyl)phenyl]thiophen-2-ylmethyl)-2,4-dihydro-3H-1,2,4-triazol-3-one hydrochloride